3-Ethyl-8-(5-(4-(4-methylpiperazin-1-yl)piperidin-1-yl)pyridin-2-yl)-N2-(tetrahydro-2H-pyran-4-yl)pyrido[3,4-b]pyrazine-2,5-diamine C(C)C1=C(N=C2C(=N1)C(=NC=C2C2=NC=C(C=C2)N2CCC(CC2)N2CCN(CC2)C)N)NC2CCOCC2